1-(3-bromopropyl)-1H-1,2,4-triazole BrCCCN1N=CN=C1